benzyl N-[(1S,2R)-2-hydroxycyclopentyl]carbamate O[C@H]1[C@H](CCC1)NC(OCC1=CC=CC=C1)=O